Ethyl (S)-3-(3-(4-Hydroxy-1-methyl-2-oxo-1,2-dihydropyridin-3-yl)ureido)-3-(3'-methoxy-6-(trifluoromethoxy)biphenyl-3-yl)propanoat OC1=C(C(N(C=C1)C)=O)NC(N[C@@H](CC(=O)OCC)C=1C=C(C(=CC1)OC(F)(F)F)C1=CC(=CC=C1)OC)=O